N-[(1s,4s)-4-{5-[5-methyl-3-(2,4,6-trifluorophenyl)pyridin-2-yl]-4,5-dihydro-1,2-oxazol-3-yl}cyclohexyl]methanesulfonamide CC=1C=C(C(=NC1)C1CC(=NO1)C1CCC(CC1)NS(=O)(=O)C)C1=C(C=C(C=C1F)F)F